(1-oxo-4-(o-tolyl)-1,2-dihydroisoquinolin-7-yl)glycine O=C1NC=C(C2=CC=C(C=C12)NCC(=O)O)C1=C(C=CC=C1)C